OC1=C(C=CC=C1)C1=CC2=C(N=N1)NC(=C2)C21CC(C2)(C1)NCCC(=O)O 3-([3-[3-(2-hydroxyphenyl)-7H-pyrrolo[2,3-c]pyridazin-6-yl]bicyclo[1.1.1]pentan-1-yl]amino)propanoic acid